Triethylene Glycol Monohexyl Ether C(CCCCC)OCCOCCOCCO